3-(((1,4-dihydroquinazolin-2-yl)thio)methyl)-6-phenyl-5,6-dihydroimidazo[2,1-b]Thiazole dihydrochloride Cl.Cl.N1C(=NCC2=CC=CC=C12)SCC=1N2C(SC1)=NC(C2)C2=CC=CC=C2